bipyridine-6,6'-dinitrile N1=C(C=CC=C1C#N)C1=NC(=CC=C1)C#N